2-(Methylamino)ethanesulfonic acid CNCCS(=O)(=O)O